5-(adamantane-1-yl)-2-hydroxyphenol C12(CC3CC(CC(C1)C3)C2)C=2C=CC(=C(C2)O)O